[Mo].[Al].[Mo] molybdenum-aluminium-molybdenum